cobalt 2,2-bipyridine dibromide [Br-].[Br-].N1=C(C=CC=C1)C1=NC=CC=C1.[Co+2]